C1C(CC2=CC=CC=C12)NC1=NC=C(C=N1)C1=NN=C(O1)CC(=O)N1CC(CC1)NS(=O)(=O)C N-{1-[2-(5-{2-[(2,3-dihydro-1H-inden-2-yl)amino]pyrimidin-5-yl}-1,3,4-oxadiazol-2-yl)acetyl]pyrrolidin-3-yl}methanesulfonamide